C(/C)=C/1\CN(CCC1C(=O)C=1NC2=CC=CC=C2C1)CCCCCNC(OC(C)(C)C)=O tert-butyl {5-[(3E)-3-ethylidene-4-(1H-indol-2-ylcarbonyl)piperidin-1-yl]pentyl}carbamate